F[C@H]1C[C@H](N2N=C(N=C21)C(=O)N(CC(F)(F)F)C2COC2)C2=CC=CC=C2 |r| Rac-(5S,7S)-7-fluoro-N-(oxetan-3-yl)-5-phenyl-N-(2,2,2-trifluoroethyl)-6,7-dihydro-5H-pyrrolo[1,2-b][1,2,4]triazole-2-carboxamide